4-cyclopropoxy-phenylboronic acid C1(CC1)OC1=CC=C(C=C1)B(O)O